4-[[(1R)-1-[3-amino-5-(trifluoromethyl)phenyl]ethyl]amino]-6-bromo-2,8-dimethyl-pyrido[2,3-d]pyrimidin-7-one NC=1C=C(C=C(C1)C(F)(F)F)[C@@H](C)NC=1C2=C(N=C(N1)C)N(C(C(=C2)Br)=O)C